Ethyl 2-[6-(1,1-difluoropropyl)pyridin-3-yl]-5-[({1-[2-fluoro-4-(trifluoromethyl) phenyl]cyclopropyl} carbonyl)amino]-3-methylbenzoate FC(CC)(F)C1=CC=C(C=N1)C1=C(C(=O)OCC)C=C(C=C1C)NC(=O)C1(CC1)C1=C(C=C(C=C1)C(F)(F)F)F